N1(CCC1)C1=C(C=CC=C1)C1CCN(CC1)C1=NC(=NC2=CC=C(C=C12)N(CCO)C)C1CC1 2-({4-[4-(2-azetidin-1-yl-phenyl)-piperidin-1-yl]-2-cyclopropyl-quinazolin-6-yl}-methyl-amino)-ethanol